OCC(CCC(=O)OCCCCCCC)(C)C heptyl 5-hydroxy-4,4-dimethylpentanoate